4-(piperazin-1-yl)-7-(piperidin-4-yloxy)-1H-benzo[d][1,2,3]triazole N1(CCNCC1)C1=CC=C(C=2NN=NC21)OC2CCNCC2